BrC1=CC=C(C=C1)SCOC (4-bromophenyl)(methoxymethyl)sulfane